C1(CC1)C1=CC=C(C=C1)C1=CC(=CC=C1)N(C1=NC=2N(C3=CC=C(C=C13)F)C=NN2)C N-(4'-cyclopropyl-[1,1'-biphenyl]-3-yl)-7-fluoro-N-methyl-[1,2,4]triazolo[4,3-a]quinazolin-5-amine